C(C)(=O)O.C(CC(C)C)N1CCC(CC1)C1OC2(CC2)CNC1 5-(1-Isopentylpiperidin-4-yl)-4-oxa-7-azaspiro[2.5]octane acetate